N-methyl-N-propyl-pyrrolidinium C[N+]1(CCCC1)CCC